ClC=1C=C(C=CC1)[C@@H]1CC[C@@H]2CCCC(N12)=O (3S,8aS)-3-(3-chlorophenyl)hexahydroindolizin-5-one